C(C)(C)(C)OC(=O)N1[C@@H](CC(C1)(C(F)(F)F)O)CO[Si](C)(C)C(C)(C)C (2S)-2-(((tert-Butyldimethylsilyl)oxy)methyl)-4-hydroxy-4-(trifluoromethyl)-pyrrolidine-1-carboxylic acid tert-butyl ester